ClC1=NC(=CC(=C1)NC(=O)C1=C(N(C(=C1C)C(C(=O)NC1CCC(CC1)O)=O)C)C)Cl N-(2,6-dichloropyridin-4-yl)-5-(2-(((1s,4s)-4-hydroxycyclohexyl)amino)-2-oxoacetyl)-1,2,4-trimethyl-1H-pyrrole-3-carboxamide